N-(5-(4-(((3S,5S)-1,5-dimethylpyrrolidin-3-yl)oxy)-1-methyl-1H-pyrazol-5-yl)pyrazolo[1,5-a]pyridin-2-yl)cyclopropanecarboxamide CN1C[C@H](C[C@@H]1C)OC=1C=NN(C1C1=CC=2N(C=C1)N=C(C2)NC(=O)C2CC2)C